4-((1-methylpiperidin-4-yl)hydroxy)-3-(trifluoromethyl)phenyl-3-((trimethylsilyl)ethynyl)benzamide CN1CCC(CC1)OC1=C(C=C(C=C1)C1=C(C(=O)N)C=CC=C1C#C[Si](C)(C)C)C(F)(F)F